6-((1-(2,6-difluorophenyl)cyclopropyl)amino)-5-fluoronicotinic acid methyl ester COC(C1=CN=C(C(=C1)F)NC1(CC1)C1=C(C=CC=C1F)F)=O